O=C1OC(C2=C1C=CC=C2)=O 1,3-dioxo-1,3-dihydro-2-benzofuran